(4R)-7,7-dimethyl-4-(1-(methylsulfonyl)spiro[indoline-3,4'-piperidine]-1'-carbonyl)-6,9-dioxa-1-phenyl-2,10-dioxa-5,8-diazadodecane CC(ON[C@H](COCC1=CC=CC=C1)C(=O)N1CCC2(CC1)CN(C1=CC=CC=C12)S(=O)(=O)C)(NOOCC)C